ClC1=C(C=2N=C(N=C(C2C(=N1)OC[C@@H]1[C@@H]2CC[C@H](CN1)N2C(=O)OC(C)(C)C)O)SC)F t-butyl (1S,2S,5R)-2-(((7-chloro-8-fluoro-4-hydroxyl-2-(methylthio)pyrido[4,3-d]pyrimidine-5-yl)oxy)methyl)-3,8-diazabicyclo[3.2.1]octane-8-carboxylate